[Na+].C(C)(C)(C)C=1C(=CC(=C(C(=O)[O-])C1)C)O 5-tert-butyl-4-hydroxy-2-methylbenzoic acid, sodium salt